N1(CCC1)C1CCC(CC1)C=1C=C2C(=C(NC2=CC1)C=1C=C(C=2N(C1)N=CN2)OC)C(C)C 6-(5-(4-(Azetidin-1-yl)cyclohexyl)-3-isopropyl-1H-indol-2-yl)-8-methoxy-[1,2,4]triazolo[1,5-a]pyridin